FC(F)(F)SC=1C=CC(=NC1)C=C1CC2(CN(C2)C(=O)OC(C)(C)C)C1 tert-butyl 6-[[5-(trifluoromethylsulfanyl)-2-pyridinyl] methylene]-2-azaspiro[3.3]heptane-2-carboxylate